(R)-3-{1-[(S)-1-(2,3-dihydro-benzo[1,4]dioxin-2-yl)methyl]piperidin-3-yl}phenol oxalate C(C(=O)O)(=O)O.O1[C@H](COC2=C1C=CC=C2)CN2C[C@H](CCC2)C=2C=C(C=CC2)O